N-(2-methoxyphenyl)-N-methyl-[1,2,4]triazolo[4,3-a]quinazolin-5-amine COC1=C(C=CC=C1)N(C1=NC=2N(C3=CC=CC=C13)C=NN2)C